Tripiperidinylphosphine N1(CCCCC1)P(N1CCCCC1)N1CCCCC1